N-(1-(6-(1,1-difluoroethyl)pyridin-2-yl)-3,3-dimethyl-2,3-dihydro-1H-pyrrolo[3,2-c]pyridin-6-yl)acetamide FC(C)(F)C1=CC=CC(=N1)N1CC(C=2C=NC(=CC21)NC(C)=O)(C)C